N-Boc-4-cyano-L-phenylalanine C(=O)(OC(C)(C)C)N[C@@H](CC1=CC=C(C=C1)C#N)C(=O)O